5-(3,5-difluorophenoxy)-3-ethyl-3-hydroxy-2,4-dimethyl-2,3-dihydrobenzo[d]isothiazole-1,1-dioxide FC=1C=C(OC=2C=CC3=C(C(N(S3(=O)=O)C)(O)CC)C2C)C=C(C1)F